BrC1=NC(=CC(=C1)N(C)C)Br 2,6-dibromo-N,N-dimethylpyridin-4-amine